(6-((5-bromo-2-((2-methoxy-5-(1-methyl-1H-pyrazol-4-yl)-4-(piperazin-1-yl)phenyl)amino)pyrimidin-4-yl)amino) quinoxalin-5-yl)dimethylphosphino oxide hydrochloride Cl.BrC=1C(=NC(=NC1)NC1=C(C=C(C(=C1)C=1C=NN(C1)C)N1CCNCC1)OC)NC=1C(=C2N=CC=NC2=CC1)CP(C)OP(C)CC1=C2N=CC=NC2=CC=C1NC1=NC(=NC=C1Br)NC1=C(C=C(C(=C1)C=1C=NN(C1)C)N1CCNCC1)OC